methyl (2R,4S)-2-[1-(6,6-difluoro-3-azabicyclo[3.1.0]hexan-3-yl)-6-oxo-3-pyridyl]tetrahydropyran-4-carboxylate FC1(C2CN(CC12)N1C=C(C=CC1=O)[C@@H]1OCC[C@@H](C1)C(=O)OC)F